N1=CN=C(C2=C1NC=C2)C=2C=NN(C2)C(C)C=2C=C(C#N)C=CC2 3-{1-[4-(7H-pyrrolo[2,3-d]-pyrimidin-4-yl)-1H-pyrazol-1-yl]-ethyl}benzonitrile